S=O (thio)ether